C1(CC1)COC1=C(C=CC(=N1)C(=O)N[C@H](COCCCF)C(C)C)N1CCCC1 6-(cyclopropylmethoxy)-N-[(2S)-1-(3-fluoropropoxy)-3-methylbutan-2-yl]-5-(pyrrolidin-1-yl)pyridine-2-carboxamide